COC1=CC=C(C=C1)C1(CC1)N 1-(4-methoxyphenyl)cyclopropan-1-amine